C(C)(=O)N1CCC(CC1)NS(=O)(=O)C1=CN=C(N1)C(C1=CC(=C(C=C1)F)Cl)C1=CC(=C(C=C1)F)Cl N-(1-acetylpiperidin-4-yl)-2-(bis(3-chloro-4-fluorophenyl)methyl)-1H-imidazole-5-sulfonamide